C(\C=C/C=CC=CCCCCCCCCCCC)(=O)O (Z)-octadecatrienoic acid